ClC=1C=C(C=C(C1)Cl)C=1OC2=C(N1)C=CC(=C2)C(=O)O[C@@H]2C[C@H](CC2)O (trans)-3-hydroxycyclopentyl 2-(3,5-dichlorophenyl)benzo-[d]oxazole-6-carboxylate